C(CC(O)(C(=O)O)CC(=O)O)(=O)O.C(CCCCCCCCCCCCCCC(C)C)(=O)O.C(CCCCCCCCCCCCCCC(C)C)(=O)O isostearic acid (isostearate) citrate